CC(C(C=C)=O)=CCCC 4-methyl-3-octadienal